((4-nitrophenoxy)(phenoxy)phosphoryl)-L-alanine 4,4-dimethylcyclohexyl ester CC1(CCC(CC1)OC([C@@H](NP(=O)(OC1=CC=CC=C1)OC1=CC=C(C=C1)[N+](=O)[O-])C)=O)C